ClC1=C(C(=O)N[C@H](C(=O)O)CNC(CNC(C2=CC(=CC=C2)NC=2NCC(CN2)F)=O)=O)C(=CC(=C1)N1CCOCC1)Cl (2S)-2-(2,6-dichloro-4-morpholinobenzamido)-3-(2-(3-(5-fluoro-1,4,5,6-tetrahydropyrimidin-2-ylamino)benzamido)acetamido)propanoic acid